O[C@@]1(CC[C@@H]2[C@H]3CC[C@]4([C@H]([C@@H]3CC[C@H]2C1)[C@H]1[C@@H]([C@@H]4C(C)=O)C1)C)COC 1-((2R,4aS,4bR,6aS,7S,7aS,8aR,8bR,8cR,10aS)-2-hydroxy-2-(methoxymethyl)-6a-methyloctadecahydrocyclopropa[4,5]cyclopenta[1,2-a]phenanthren-7-yl)ethanone